C(C)OC(=O)C1=CC=2C(=NC=CC2)N1CC1CC(C1)(C)O 1-[(3-hydroxy-3-methylcyclobutyl)methyl]-1H-pyrrolo[2,3-b]pyridine-2-carboxylic acid ethyl ester